(2S,4S)-1-(2-(3-acetyl-5-(2-methylpyrimidin-5-yl)-1H-indazol-1-yl)acetyl)-N-(6-bromo-3-methylpyridin-2-yl)-4-fluoro-4-(methoxy-methyl)pyrrolidine-2-carboxamide C(C)(=O)C1=NN(C2=CC=C(C=C12)C=1C=NC(=NC1)C)CC(=O)N1[C@@H](C[C@](C1)(COC)F)C(=O)NC1=NC(=CC=C1C)Br